FC(OC1=C(C=CC=C1)C(CO)OC1CCOCC1)F 2-(2-(difluoromethoxy)phenyl)-2-((tetrahydro-2H-pyran-4-yl)oxy)ethanol